[6-(5-cyclopropyl-4H-1,2,4-triazol-3-yl)-2-azaspiro[3.3]heptan-2-yl]-[3-[2-[(3S)-3-(trifluoromethyl)pyrrolidin-1-yl]pyrimidin-5-yl]azetidin-1-yl]methanone C1(CC1)C=1NC(=NN1)C1CC2(CN(C2)C(=O)N2CC(C2)C=2C=NC(=NC2)N2C[C@H](CC2)C(F)(F)F)C1